methyl (2-fluorophenyl) sulfide FC1=C(C=CC=C1)SC